NC1=CC(=C(C=N1)N1C[C@@H](N(CC1)C(=O)C1=NC=C(C(=C1)OC)OC1=CC=CC=C1)COC)OC [(R)-4-(6-Amino-4-methoxy-pyridin-3-yl)-2-methoxymethyl-piperazin-1-yl]-(4-methoxy-5-phenoxy-pyridin-2-yl)-methanone